NC1=CC=C(CN)C=C1 4-aminobenzylamine